C(CCC=C)[C@](N)(C)C(=O)O [2-(4-pentenyl)alanine]